5-(4-Fluoro-phenyl)-isoxazole-3-carboxylic acid {2-oxo-2-[4-(3-trifluoromethyl-phenoxy)-piperidin-1-yl]-ethyl}-amide O=C(CNC(=O)C1=NOC(=C1)C1=CC=C(C=C1)F)N1CCC(CC1)OC1=CC(=CC=C1)C(F)(F)F